COC1=C(C(=CC=C1)OC)S(=O)(=O)NC1NOC2=C1C1=C(C(=C2)OC=2SC=CN2)CCCCO1 2,6-dimethoxy-N-(6-(thiazol-2-yloxy)-2,3,4,5,9,10-hexahydrooxepino[3',2':5,6]benzo[1,2-d]isoxazol-10-yl)benzenesulfonamide